6-{5-{3-Deoxy-3-[4-(2-thiazolyl)-1H-1,2,3-triazol-1-yl]β-D-galactopyranosyl}-3-methyl-1H-1,2,4-triazol-1-yl}-2-methylbenzothiazole S1C(=NC=C1)C=1N=NN(C1)[C@@H]1[C@H]([C@@H](O[C@@H]([C@@H]1O)CO)C1=NC(=NN1C1=CC2=C(N=C(S2)C)C=C1)C)O